5-(2-Chloro-3-fluoro-phenyl)-3-methyl-1-{2-oxo-2-[4-(2-oxo-1,2,4,5-tetrahydro-benzo[d][1,3]diazepin-3-yl)-piperidin-1-yl]-ethyl}-1H-pyrimidine-2,4-dione ClC1=C(C=CC=C1F)C=1C(N(C(N(C1)CC(N1CCC(CC1)N1C(NC2=C(CC1)C=CC=C2)=O)=O)=O)C)=O